ClC1=CC(=C(N=N1)OC)C1=CC=C(C=C1)OC(F)F 6-chloro-4-(4-(difluoromethoxy)phenyl)-3-methoxypyridazine